5,6-dibromo-3-hydroxypyrazine-2-carboxamide BrC=1N=C(C(=NC1Br)C(=O)N)O